tert-butyl 2-((tert-butoxycarbonyl)amino)-4-chloro-5-(trifluoromethyl)benzoate C(C)(C)(C)OC(=O)NC1=C(C(=O)OC(C)(C)C)C=C(C(=C1)Cl)C(F)(F)F